BrC1=CC=C2CN(C(C2=C1)=O)[C@@H]1C[C@@H](CCC1)NC1=NC=C(C=N1)C(F)(F)F 6-bromo-2-((1S,3R)-3-((5-(trifluoromethyl)pyrimidin-2-yl)amino)cyclohexyl)isoindolin-1-one